O=C1NC(CCC1C1=C(C=C(C=C1F)N1CC(C1)N(C([O-])=O)C1(CCOCC1)C)F)=O 1-(4-(2,6-dioxopiperidin-3-yl)-3,5-difluorophenyl)azetidin-3-yl(4-methyltetrahydro-2H-pyran-4-yl)carbamate